C(CCC)OC1=C(C=C(C=C1)C=CC(=O)NCNC1=CC=C(C=C1)F)OC 3-(4-butoxy-3-methoxyphenyl)-N-((4-fluorophenyl)aminomethyl)acrylamide